tert-butyl 11-oxo-1,3,4,7,8,9,10,11-octahydro-2H-pyrido[4',3':3,4]pyrazolo-[1,5-a][1,4]diazepine-2-carboxylate O=C1C=2N(CCCN1)N=C1C2CN(CC1)C(=O)OC(C)(C)C